FC(C1=NC(=NC=C1)C=1N=CNC(C1)=O)F 4-(difluoromethyl)-6'-oxo-1',6'-dihydro-[2,4'-bipyrimidin]